5-fluoro-N-((1S,3r)-3-(4-(2-fluorophenyl)-5-phenyl-4H-1,2,4-triazol-3-yl)cyclobutyl)pyridineamide FC=1C=CC(=NC1)C(=O)NC1CC(C1)C1=NN=C(N1C1=C(C=CC=C1)F)C1=CC=CC=C1